3-ethoxycarbonyl-benzoyl chloride C(C)OC(=O)C=1C=C(C(=O)Cl)C=CC1